ethyl 2-mercaptopropanoate SC(C(=O)OCC)C